1-((2R,5S)-5-(hydroxymethyl)-2,5-dihydrofuran-2-yl)-5-methyl-4-thioxo-3,4-dihydropyrimidin-2(1H)-one OC[C@@H]1C=C[C@@H](O1)N1C(NC(C(=C1)C)=S)=O